OC1=C(C=C(C(=C1)C)C)C1=C(N2N(C=3C=CC=CC3C23C(=NN(C3=O)C3=CC=CC=C3)C)C1=O)C 2'-(2-Hydroxy-4,5-dimethylphenyl)-1',3-dimethyl-1-phenyl-3'H-spiro[pyrazole-4,9'-pyrazolo[1,2-a]indazole]-3',5(1H)-dione